(S)-1-(5-(3-fluoropyridin-2-yl)-2,3-dihydro-1H-indene-2-carbonyl)indoline-6-sulfonamide FC=1C(=NC=CC1)C=1C=C2C[C@H](CC2=CC1)C(=O)N1CCC2=CC=C(C=C12)S(=O)(=O)N